6-(2,6-difluoro-4-(7-methoxy-2-methyl-2H-pyrazolo[3,4-c]pyridin-4-yl)benzyl)-6,7-dihydro-5H-pyrrolo[3,4-b]pyridin-5-one-7,7-d2 FC1=C(CN2C(C3=NC=CC=C3C2=O)([2H])[2H])C(=CC(=C1)C=1C=2C(C(=NC1)OC)=NN(C2)C)F